(2R,3R,4S,5R)-5-(2-chloro-4-(cyclopropylamino)-7H-pyrrolo[2,3-D]pyrimidin-7-yl)-4-fluoro-2-(hydroxymethyl)-tetrahydrofuran-3-ol ClC=1N=C(C2=C(N1)N(C=C2)[C@H]2[C@H]([C@@H]([C@H](O2)CO)O)F)NC2CC2